CSCCNC(=O)C=1C=NC2=C(C=CC=C2C1)C1=CCC(CC1)C(F)(F)F N-(2-(methylthio)ethyl)-8-(4-(trifluoromethyl)cyclohex-1-en-1-yl)quinoline-3-carboxamide